N-(4-(4-Methylpiperazin-1-yl)phenyl)-2-oxo-4-((4,5,6,7-tetrahydropyrazolo[1,5-a]pyridin-5-yl)amino)-1,2-dihydropyridine-3-carboxamide CN1CCN(CC1)C1=CC=C(C=C1)NC(=O)C=1C(NC=CC1NC1CC=2N(CC1)N=CC2)=O